(7R,8S)-7-((S)-5H-imidazo[5,1-a]isoindol-5-yl)-5,6,7,8-tetrahydroisoquinolin-8-ol C=1N=CN2C1C1=CC=CC=C1[C@@H]2[C@H]2CCC=1C=CN=CC1[C@H]2O